C(C)(=O)SCC1C[C@@H]2[C@@H](CN(C2)C(=O)OC(C)(C)C)C1 tert-butyl (3aR,5r,6aS)-5-((acetylthio)methyl)hexahydrocyclopenta[c]pyrrole-2(1H)-carboxylate